1-Amino-2-undecanol NCC(CCCCCCCCC)O